7,9-dibromo-4-methyl-2-((2,2,2-trifluoroethyl)amino)-8H-pyrido[1,2-a]pyrimidin-8-one BrC=1C(C(=C2N(C(=CC(=N2)NCC(F)(F)F)C)C1)Br)=O